CN(CC(=O)N1CCC(CC1)N1C(NC2=C1C=CC(=C2)C=2C=C(C=1N(C2)N=CN1)C)=O)C 1-(1-(Dimethylglycyl)piperidin-4-yl)-5-(8-methyl-[1,2,4]triazolo[1,5-a]pyridin-6-yl)-1,3-dihydro-2H-benzo[d]imidazol-2-on